butyryl-lauric acid C(CCC)(=O)C(C(=O)O)CCCCCCCCCC